NCCOC12CC3(CC(CC(C1)(C3)C)(C2)C)CN2N=CC(=C2C)C=2C(=NC(=CC2)C2=CC3=C(OCCN3C(NC=3SC1=C(N3)C=CC=C1)=O)C=C2)C(=O)OC(C)(C)C tert-butyl 3-(1-((3-(2-aminoethoxy)-5,7-dimethyladamantan-1-yl)methyl)-5-methyl-1H-pyrazol-4-yl)-6-(4-(benzo[d]thiazol-2-ylcarbamoyl)-3,4-dihydro-2H-benzo[b][1,4]oxazin-6-yl)picolinate